C(C)N1/C(/SC2=C1C=C(C=C2)F)=C/C(C)=O (1Z)-1-(3-ethyl-5-fluoro-2(3H)-benzothiazolylidene)-2-propanone